FC=1C(=C(C(=O)N)C=CC1N1CCOCC1)F difluoro-4-morpholinobenzamide